2-[4-(trifluoromethyl)phenyl]-4,5,6,7-tetrahydropyrazolo[1,5-a]pyrazine FC(C1=CC=C(C=C1)C1=NN2C(CNCC2)=C1)(F)F